BrC=1C(=CC(=C(C(=O)OC)C1)S(=O)(=O)Cl)F methyl 5-bromo-2-(chlorosulfonyl)-4-fluorobenzoate